IC=1C=2N(C(=NC1)N1CCC3(CC1)CC1=C(C=NC=C1N)C3)C=CN2 (8-iodoimidazo[1,2-c]pyrimidin-5-yl)-5,7-dihydrospiro[cyclopenta[c]pyridin-6,4'-piperidin]-4-amine